FC=1C=CC(=NC1)C1=NN2C(CCC(C2)(CCOC)CO)=C1 (2-(5-fluoropyridin-2-yl)-6-(2-methoxyethyl)-4,5,6,7-tetrahydropyrazolo[1,5-a]pyridin-6-yl)methanol